OCCCCCOC(C=C)=O 5-Hydroxypentyl-acrylate